BrC=1C(=C2C(=NC1)NC[C@]21C[C@@](CC1)(C)C1=NC(=NO1)C)Cl |r| 5-((1RS,3SR)-5'-Bromo-4'-chloro-3-methyl-1',2'-dihydrospiro[cyclopentane-1,3'-pyrrolo[2,3-b]pyridin]-3-yl)-3-methyl-1,2,4-oxadiazole